C[C@@](N(C)C)(CCCCN)C(=O)O trimethyl-R-lysine